tri-tert-butyl tri-carbamate C(N)(OC(C)(C)C)=O.C(N)(OC(C)(C)C)=O.C(N)(OC(C)(C)C)=O